[1-[(2R)-2-Aminobutyl]-6-(5-methoxy-1H-pyrazol-4-yl)indol-3-yl]-(6-chlorochroman-3-yl)methanone N[C@@H](CN1C=C(C2=CC=C(C=C12)C=1C=NNC1OC)C(=O)C1COC2=CC=C(C=C2C1)Cl)CC